7-Hydroxy-N-[3-[1-isobutyl-3-(2-oxopyrrolidin-1-yl)pyrazolo[4,3-c]pyridin-6-yl]-1-tetrahydropyran-2-yl-pyrazol-4-yl]-7-(trifluoromethyl)-4-azaspiro[2.5]octane-4-carboxamide OC1(CCN(C2(CC2)C1)C(=O)NC=1C(=NN(C1)C1OCCCC1)C1=CC2=C(C=N1)C(=NN2CC(C)C)N2C(CCC2)=O)C(F)(F)F